OC(C(C(=O)[O-])(C1=CC=CC=C1)O)(O)O.[Li+] lithium tetrahydroxyphenylpropionate